C(C)(C)OC1=CC=C(C(=O)NC=2C=CC=C3C(=CC=NC23)C=2C(=NN(C2)C)C(F)(F)F)C=C1 4-isopropoxy-N-(4-(1-methyl-3-(trifluoromethyl)-1H-pyrazol-4-yl)quinolin-8-yl)benzamide